C(C1=CC=CC=C1)C1(CC(=NO1)CNC(=O)C1=CC=NN1CCOC)C(=O)OC methyl 5-benzyl-3-((1-(2-methoxyethyl)-1H-pyrazole-5-carboxamido)methyl)-4,5-dihydroisoxazole-5-carboxylate